4-fluoro-N-(2-{4-[(2S)-2-(hydroxymethyl)-2,3-dihydro-1,4-benzodioxin-5-yl]piperazin-1-yl}ethyl)benzamide FC1=CC=C(C(=O)NCCN2CCN(CC2)C2=CC=CC=3O[C@H](COC32)CO)C=C1